methyl-2-(dodecyl)-2-methylpropionic acid CCC(C(=O)O)(C)CCCCCCCCCCCC